ClC1=CC(=C(C=C1)O)N1N=C(C=2C=NC(=CC21)C=2C=NN1C2N=CC=C1)C 4-chloro-2-(3-methyl-6-(pyrazolo[1,5-a]pyrimidin-3-yl)-1H-pyrazolo[4,3-c]pyridin-1-yl)phenol